CP(C1=CC=CC=C1)C1=CC=CC=C1.CP(C1=CC=CC=C1)C1=CC=CC=C1.CP(C1=CC=CC=C1)C1=CC=CC=C1.CP(C1=CC=CC=C1)C1=CC=CC=C1.[Pd] palladium tetrakis(methyl(diphenyl)phosphane)